ClC=1SC(=C(N1)Cl)S(=O)(=O)Cl 2,4-dichloro-thiazole-5-sulfonyl chloride